COC1=CC=C(C=N1)S(=O)(=O)N1N=C2C(=C1)CN(C2)C(=O)OC(C)(C)C t-butyl 2-[(6-methoxypyridin-3-yl)sulfonyl]-2H,4H,5H,6H-pyrrolo[3,4-c]pyrazole-5-carboxylate